C(N1N=C(C(=C1)[N+](=O)[O-])[N+](=O)[O-])([2H])([2H])[2H] 1-(methyl-d3)-3,4-dinitro-1H-pyrazole